O1C(C1)CN1C(N(C2=C1C=CC=C2)C(=O)OC(C)(C)C)=O tert-Butyl 3-(oxiran-2-ylmethyl)-2-oxo-2,3-dihydro-1H-benzo[d]imidazole-1-carboxylate